(S)-1-(6-((4-(3-phenylisoxazolidin-2-yl)-7H-pyrrolo[2,3-d]pyrimidin-2-yl)amino)-3,4-dihydroisoquinolin-2(1H)-yl)ethan-1-one C1(=CC=CC=C1)[C@H]1N(OCC1)C=1C2=C(N=C(N1)NC=1C=C3CCN(CC3=CC1)C(C)=O)NC=C2